ClC=1C=C(C=C(C1)NC(C=C)=O)NC(=O)C=1C=NN(C1C(F)(F)F)C1=CC=C(OCC(=O)OC(C)(C)C)C=C1 tert-Butyl 2-[4-[4-[[3-chloro-5-(prop-2-enoylamino)phenyl]carbamoyl]-5-(trifluoromethyl)pyrazol-1-yl]phenoxy]acetate